N-(4-cyano-3-fluorobenzyl)-1-methyl-2-oxo-8-((1-(N-pentylsulfamoyl)cyclopropyl)methoxy)-1,2-dihydropyrido[2,3-d]pyridazine-3-carboxamide C(#N)C1=C(C=C(CNC(=O)C2=CC=3C(=C(N=NC3)OCC3(CC3)S(NCCCCC)(=O)=O)N(C2=O)C)C=C1)F